FC(OC1=NNC2=C1C(=NC=C2)C2=CC(=C(C=C2)S(=O)(=O)C2COC2)C)F 3-(difluoromethoxy)-4-[3-methyl-4-(oxetan-3-ylsulfonyl)phenyl]-1H-pyrazolo[4,3-c]pyridine